FC(C(=O)O)(F)F.ClC1=C(C=CC(=C1NC=1C(=C2C(N(C=NC2=CC1)C)=O)Cl)F)NS(=O)(=O)N1C2CC(C1)C2 N-(2-chloro-3-((5-chloro-3-methyl-4-oxo-3,4-dihydroquinazolin-6-yl)amino)-4-fluorophenyl)-2-azabicyclo[2.1.1]hexane-2-sulfonamide trifluoroacetate